C=1(C(=CC=C2C=CC=CC12)S(=O)(=O)[O-])S(=O)(=O)[O-] NaphthaleneDisulfonate